(S)-2-amino-3-(5,6-dimethoxy-1H-indol-3-yl)propanoic acid N[C@H](C(=O)O)CC1=CNC2=CC(=C(C=C12)OC)OC